S(=O)(=O)([O-])OS(=O)(=O)[O-].[K+].[K+] potassium disulphate